1-[3-(1-Hydroxyethyl)-6-[5-[(6-methylpyridazin-3-yl)amino]benzimidazol-1-yl]-2-pyridyl]pyrazole-3-carbonitrile OC(C)C=1C(=NC(=CC1)N1C=NC2=C1C=CC(=C2)NC=2N=NC(=CC2)C)N2N=C(C=C2)C#N